C(C)OC1=NC=CC=C1C1=CC(=C2C(=N1)C=NN2C(C)C)NCC2=NNC=C2 5-(2-ethoxy-3-pyridinyl)-1-isopropyl-N-(1H-pyrazol-3-ylmethyl)pyrazolo[4,3-b]pyridin-7-amine